N'-[(2,3-dihydro-2,2,4,6,7-pentamethylbenzofuran-5-yl)sulfonyl]-N-Fmoc-L-arginine CC1(OC2=C(C1)C(=C(C(=C2C)C)S(=O)(=O)N(CCC[C@H](NC(=O)OCC2C1=CC=CC=C1C1=CC=CC=C21)C(=O)O)C(N)=N)C)C